di-isopropyl peroxy dicarbonate C(OC(C)C)(OOOOC(OC(C)C)=O)=O